(S)-2-((1-(2-(bis(3-cyclopropylphenyl)methylene)hydrazineyl)-1-oxopropan-2-yl)carbamoyl)-4-methoxypyridin-3-yl isobutyl carbonate C(OC=1C(=NC=CC1OC)C(N[C@H](C(=O)NN=C(C1=CC(=CC=C1)C1CC1)C1=CC(=CC=C1)C1CC1)C)=O)(OCC(C)C)=O